FC=1C=C(N)C=CC1OC=1C=NC=NC1 3-fluoro-4-(pyrimidin-5-yloxy)aniline